COC1=C(C(N(C2=NC=C(C=C12)C1=CC=C(C=C1)OC)CCN1CCOCC1)=O)C(=O)O 4-methoxy-6-(4-methoxyphenyl)-1-(2-morpholinoethyl)-2-oxo-1,2-dihydro-1,8-naphthyridine-3-carboxylic acid